ClC=1C(=C(C=CC1F)[C@H](NC(=O)[C@H]1NC(NC1)=O)C=1C=NC(=NC1)OC(F)F)F |&1:8| (4S)-N-((R and S)-(3-chloro-2,4-difluoro-phenyl)(2-(difluoromethoxy)pyrimidin-5-yl)methyl)-2-oxoimidazolidine-4-carboxamide